2-AMINO-4-CYCLOPROPOXYNICOTINALDEHYDE NC1=C(C=O)C(=CC=N1)OC1CC1